2-fluoro-6-[(2-hydroxy-4-methoxybenzyl)amino]-9-(oxetan-2-yl)-9H-purine FC1=NC(=C2N=CN(C2=N1)C1OCC1)NCC1=C(C=C(C=C1)OC)O